OC1=CC=C(C=C1)CC(=O)O 4-hydroxylphenylacetic acid